FC(C1=CC(=C(C=O)C=C1)OC=C)(F)F 4-(trifluoromethyl)-2-vinyloxy-benzaldehyde